FC1=CC=C(C=C1)C1=CC(=C(N=N1)N)C 6-(4-fluorophenyl)-4-methylpyridazin-3-amine